2,4-bis(2,4-dimethylphenyl)-6-(2-hydroxy-4-iso-octyloxyphenyl)-s-triazine CC1=C(C=CC(=C1)C)C1=NC(=NC(=N1)C1=C(C=C(C=C1)C)C)C1=C(C=C(C=C1)OCCCCCC(C)C)O